ClC=1C=CC(=C(C(=O)NC2=C(C=C(C=C2)F)F)C1)O 5-chloro-N-(2,4-difluorophenyl)-2-hydroxy-benzamide